FC1=CC=C(C(=O)N2C[C@H]([C@@H](CC2)C(=O)N2CCC(CC2)(O)CN2C=NC3=C(C2=O)C=CN3C)C3=CC=CC=C3)C=C1 3-[(1-{[(3R,4R)-1-(4-fluorobenzoyl)-3-phenylpiperidin-4-yl]carbonyl}-4-hydroxypiperidin-4-yl)methyl]-7-methyl-3,7-dihydro-4H-pyrrolo[2,3-d]pyrimidin-4-one